rel-(1s,3S,16R,19s)-9'-(trifluoromethyl)-8',18'-dioxa-12'-azaspiro[morpholine-3,15'-tetracyclo[17.2.2.02,7.012,16]tricosane] FC(C1OC2CCCCC2C2CCC(OCC3[C@]4(CCN3CC1)NCCOC4)CC2)(F)F |o1:17|